4,4,4-trifluoro-3-hydroxy-1-{4-[(3-methylbenzyl)oxy]phenyl}but-2-en-1-one FC(C(=CC(=O)C1=CC=C(C=C1)OCC1=CC(=CC=C1)C)O)(F)F